C(#N)C1=CC(=C(C=C1)N1CC(N(C2(CN(C2)C=2C=CC(=C(C(=O)OC)C2)NC)C1=O)CC1=CC=C(C=C1)C(F)(F)F)=O)F methyl 5-(8-(4-cyano-2-fluorophenyl)-6,9-dioxo-5-(4-(trifluoromethyl)benzyl)-2,5,8-triazaspiro[3.5]nonan-2-yl)-2-(methylamino)benzoate